NC=1C=C(C(=O)C2=CC(=CC=C2)N)C=CC1N 3,3',4-triaminobenzophenone